N-nitro-iminoimidazolidine sodium salt [Na].[N+](=O)([O-])N1C(NCC1)=N